N-(5-(cyclopropylethynyl)-1,3,4-thiadiazol-2-yl)-2''-(difluoromethyl)-5''-methoxy-2-oxo-2H-[1,2':4',4''-terpyridine]-5'-carboxamide C1(CC1)C#CC1=NN=C(S1)NC(=O)C=1C(=CC(=NC1)N1C(C=CC=C1)=O)C1=CC(=NC=C1OC)C(F)F